C(=C)C1=C(CC(C2CO2)OC(C2CO2)CC2=C(C=CC=C2)C=C)C=CC=C1 o-vinylbenzylglycidylether